N-(5-Cyano-4-(((S)-tetrahydrofuran-3-yl)thio)pyridin-2-yl)-7-formyl-6-(((S)-4-methyl-2-carbonyloxazolidin-3-yl)methyl)-3,4-dihydro-1,8-naphthyridin-1(2H)-carboxamide C(#N)C=1C(=CC(=NC1)NC(=O)N1CCCC2=CC(=C(N=C12)C=O)CN1C(OC[C@@H]1C)=C=O)S[C@@H]1COCC1